OCC[N+](C)(C)C 2-hydroxy-N,N,N-trimethylethylammonium